ClC1=NC=C(C(=O)NOC)C(=C1)NC1=C(C=CC=C1)P(=O)(C)C 6-chloro-4-((2-(Dimethylphosphoryl)phenyl)amino)-N-methoxynicotinamide